N-[(E)-3-fluoro-2-[[2-(4-methoxy-1-piperidinyl)pyrimidin-5-yl]oxymethyl]allyl]carbamic acid tert-butyl ester C(C)(C)(C)OC(NC/C(=C\F)/COC=1C=NC(=NC1)N1CCC(CC1)OC)=O